2,6-dichloro-3,5-dimethyl-4-(4,4,5,5-tetramethyl-1,3,2-dioxaborolan-2-yl)phenol ClC1=C(C(=C(C(=C1C)B1OC(C(O1)(C)C)(C)C)C)Cl)O